C(C1=CC=CC=C1)OC(=O)N(C=1C=C(C=CC1C(=O)OC)C1=CC2(COC2)CCN1C(=O)OC(C)(C)C)C tert-butyl 6-(3-(((benzyloxy)carbonyl)(methyl)amino)-4-(methoxycarbonyl)phenyl)-2-oxa-7-azaspiro[3.5]non-5-ene-7-carboxylate